ClC=1C(=NC=C(C(=O)O)C1)C(F)(F)F 5-chloro-6-(trifluoromethyl)nicotinic acid